(R)-N-(4-((4,4-difluorocyclohexyl)amino)-2-sulfamoylphenyl)-9-methyl-6-oxo-6,7,8,9-tetrahydropyrido[3',2':4,5]pyrrolo[1,2-a]pyrazine-2-carboxamide FC1(CCC(CC1)NC1=CC(=C(C=C1)NC(=O)C=1C=CC=2C=C3N([C@@H](CNC3=O)C)C2N1)S(N)(=O)=O)F